p-chloroisonicotinonitrile ClC1(C#N)CC=NC=C1